COC(C=C(C1=C(C=CC(=C1)C)OCOC)C1=CSC=C1)=O 3-(3-thienyl)-3-(2-methoxymethoxy-5-methyl-phenyl)-acrylic acid methyl ester